COCC1=NN(C=C1)C 3-(methoxymethyl)-1-methyl-1H-pyrazole